3-Indole-Acetic Acid N1C=C(C2=CC=CC=C12)CC(=O)O